(R)-N'-((2-(2-cyanopyridin-4-yl)-4-fluoro-6-isopropylphenyl)carbamoyl)-6,7-dihydro-5H-pyrazolo[5,1-b][1,3]oxazine-3-sulfonimidamide C(#N)C1=NC=CC(=C1)C1=C(C(=CC(=C1)F)C(C)C)NC(=O)N=[S@](=O)(N)C=1C=NN2C1OCCC2